1-(4-methoxy-3-(pentyloxy)phenyl)-3-(2-methoxy-4-(pyridin-2-ylmethyl)benzyl)tetrahydropyrimidin-2(1H)-one COC1=C(C=C(C=C1)N1C(N(CCC1)CC1=C(C=C(C=C1)CC1=NC=CC=C1)OC)=O)OCCCCC